2-(1H-benzo[d][1,2,3]triazol-1-yl)-5-bromo-N-(3,4,5-trimethoxyphenyl)pyrimidin-4-amine N1(N=NC2=C1C=CC=C2)C2=NC=C(C(=N2)NC2=CC(=C(C(=C2)OC)OC)OC)Br